FC1=CC=C(CNC=2C=CC(=NC2)N)C=C1 N5-(4-Fluorobenzyl)pyridine-2,5-diamine